2,3,5-trifluoro-4-((7-methoxy-2-oxo-2,3-dihydro-1H-imidazo[4,5-c][1,8]naphthyridin-1-yl)methyl)-benzenesulfonamide FC1=C(C=C(C(=C1F)CN1C(NC=2C=NC=3N=C(C=CC3C21)OC)=O)F)S(=O)(=O)N